3-(benzo[d]thiazol-6-yl)-2-(m-tolyl)-6,7-dihydro-5H-pyrazolo[5,1-b][1,3]oxazine S1C=NC2=C1C=C(C=C2)C=2C(=NN1C2OCCC1)C=1C=C(C=CC1)C